ClC=1C=C(C=C(C1)C#N)C(C)(C)C1=CC=C(OCC2=NC(=NC=C2)N2CCN(CC2)C2CCN(CC2)C2CN(C2)C(=O)[O-])C=C1 3-(4-(4-(4-((4-(2-(3-chloro-5-cyanophenyl)prop-2-yl)phenoxy)methyl)pyrimidine-2-yl)piperazin-1-yl)piperidin-1-yl)azetidine-1-carboxylate